C(#N)C=1C=CC(=C(C1)C1=CC(=CC=2C=C(OC21)C(=O)NC(CO)(C)C)F)OC(C)C 7-(5-cyano-2-isopropoxy-phenyl)-5-fluoro-N-(2-hydroxy-1,1-dimethyl-ethyl)benzofuran-2-carboxamide